5-chloro-3-hydroxy-8-((1-(1-methyl-1H-pyrrol-3-yl)-1H-indol-6-yl)sulfonyl)quinazoline-2,4(1H,3H)-dione ClC1=C2C(N(C(NC2=C(C=C1)S(=O)(=O)C1=CC=C2C=CN(C2=C1)C1=CN(C=C1)C)=O)O)=O